C(#N)[C@H](C[C@H]1C(NCCC1)=O)NC([C@H](C[Si](C)(C)C)NC(=O)C=1NC2=CC=CC(=C2C1)OC)=O N-[(1R)-2-[[(1S)-1-cyano-2-[(3S)-2-oxo-3-piperidyl]ethyl]amino]-2-oxo-1-(trimethylsilylmethyl)ethyl]-4-methoxy-1H-indole-2-carboxamide